BrC1=CC=C(N=N1)/C=N/O (E)-6-bromopyridazine-3-carbaldehyde oxime